O1P(OC1)=O 1,3,2-dioxaphosphetane-2-oxide